2-Methyl-6-(1-methyl-1H-pyrazole-4-sulfonyl)pyrido[3,4-d]pyrimidin-4-ol CC=1N=C(C2=C(N1)C=NC(=C2)S(=O)(=O)C=2C=NN(C2)C)O